3-O-methyl-D-rhamnopyranose CO[C@@H]1[C@@H](C(O)O[C@@H]([C@H]1O)C)O